ClC1=NC(=C(C(=N1)NCC=1C=NC=CC1)OC)Cl 2,6-dichloro-5-methoxy-N-(pyridin-3-ylmethyl)pyrimidin-4-amine